Manganese(III) chloride [Cl-].[Mn+3].[Cl-].[Cl-]